dimethylbenzene-1,4-dicarboxamide CC=1C(=C(C=CC1C(=O)N)C(=O)N)C